N-(4-chloro-6-fluorobenzo[d]thiazol-2-yl)-2-(4-((3,5-dioxopyrazolidin-4-ylidene)methyl)phenoxy)acetamide ClC1=CC(=CC2=C1N=C(S2)NC(COC2=CC=C(C=C2)C=C2C(NNC2=O)=O)=O)F